C(C)O/C=C/C(C(C#N)SCCC)(C(F)(F)F)O (E)-5-ethoxy-3-hydroxy-2-(propylsulfanyl)-3-(trifluoromethyl)pent-4-enenitrile